C(C)(C)(C)OC(=O)N(C(OC(C)(C)C)=O)C1=NC=CC(=C1F)CC=1C=NC=C(C1C)OC1=C(C=C(C=C1)C(F)(F)F)F tert-butyl N-tert-butoxycarbonyl-N-[3-fluoro-4-[[5-[2-fluoro-4-(trifluoromethyl)phenoxy]-4-methyl-3-pyridyl]methyl]-2-pyridyl]carbamate